C1=C2N(C(=CC=N1)O)C=CC=C2 pyrido[1,2-a][1,4]diazepin-5-ol